CC1CCC(NC1)C1=CC2=C3N(N=C2C=C1)CCNC3=O 9-(5-methylpiperidin-2-yl)-3,4-dihydropyrazino[1,2-b]indazol-1(2H)-one